7-((1r,4r)-4-(5-(trifluoromethyl)pyridin-2-yl)cyclohexyl)-2-thia-7-azaspiro[3.5]nonane FC(C=1C=CC(=NC1)C1CCC(CC1)N1CCC2(CSC2)CC1)(F)F